FC(C=1C=C(C=CC1)C1=C(C=CC(=C1)C1=C(C=C(N)C=C1)C(F)(F)F)C1=C(C=C(N)C=C1)C(F)(F)F)(F)F 4,4'-((3'-(trifluoromethyl)-[1,1'-biphenyl]-2,5-diyl))bis(3-(trifluoromethyl)aniline)